COC(C(C)(C)C1=NC(=NC=C1)Cl)=O 2-(2-Chloropyrimidin-4-yl)-2-methylpropanoic acid methyl ester